tert-butyl 4-(((1R,2R)-2-((4-(6-((S)-1-hydroxybutyl)-4-methylpyridin-3-yl)imidazo[1,2-a][1,6]naphthyridin-8-yl)carbamoyl)cyclopropyl)methyl)piperazine-1-carboxylate O[C@@H](CCC)C1=CC(=C(C=N1)C=1C=2N(C3=CC(=NC=C3C1)NC(=O)[C@H]1[C@@H](C1)CN1CCN(CC1)C(=O)OC(C)(C)C)C=CN2)C